CS(=O)(=O)C(C=1C=C2C=C(NC2=CC1)C=1C(NC2=CC=CC=C2C1)=O)N1CCCCC1 3-[5-(methylsulfonylpiperidinylmethyl)-indolyl]-quinolinone